[4-({[(2R)-4-cyclopropylmorpholin-2-yl]methyl}amino)-3-nitrophenylsulfonyl]-2-(1H-pyrrolo[2,3-b]pyridin-5-yloxy)benzamide C1(CC1)N1C[C@H](OCC1)CNC1=C(C=C(C=C1)S(=O)(=O)C=1C(=C(C(=O)N)C=CC1)OC=1C=C2C(=NC1)NC=C2)[N+](=O)[O-]